C(C)(C)N(C(CC1=CN(C2=CC=CC(=C12)OC)C(=O)OC(C)(C)C)=O)C(C)C tert-Butyl 3-(2-(diisopropylamino)-2-oxoethyl)-4-methoxy-1H-indole-1-carboxylate